5-tert-butyl-2-({6-[(1S)-1-hydroxyethyl]pyridin-2-yl}carbamoyl)benzoic acid C(C)(C)(C)C=1C=CC(=C(C(=O)O)C1)C(NC1=NC(=CC=C1)[C@H](C)O)=O